diethyl-benzidine C(C)NC1=CC=C(C2=CC=C(NCC)C=C2)C=C1